Pelargonat C(CCCCCCCC)(=O)[O-]